trans-3-(tert-butoxycarbonylamino)-1-fluoro-cyclobutanecarboxylic acid C(C)(C)(C)OC(=O)NC1CC(C1)(C(=O)O)F